C1(CC1)C=1SC2=C(N(C(N=C2N(C)C)=O)C2=CC(=CC=C2)OCC2=CC=NC=C2)N1 2-cyclopropyl-7-(dimethylamino)-4-[3-(pyridin-4-ylmethoxy)phenyl]-[1,3]thiazolo[4,5-d]pyrimidin-5-one